Syringamid C(C1=CC(OC)=C(O)C(OC)=C1)(=O)N